(3-amino-6-(phenylsulfonyl)-4,5,6,7-tetrahydro-pyrazolo[3,4-c]pyridin-2-yl)(1,2,3,4-tetrahydro-quinolin-4-yl)methanone NC=1N(N=C2CN(CCC21)S(=O)(=O)C2=CC=CC=C2)C(=O)C2CCNC1=CC=CC=C21